6-Amino-N-(2-(((2S,3S,4S,5S,6R)-3,4,5-trihydroxy-6-(hydroxymethyl)tetrahydro-2H-pyran-2-yl)oxy)ethyl)hexanamide NCCCCCC(=O)NCCO[C@H]1O[C@@H]([C@H]([C@@H]([C@@H]1O)O)O)CO